NC(CC(=O)O)C(NCC(C(=O)OC1CCCC1)C(=O)OC)=O 3-amino-3-{[3-(cyclopentyloxy)-2-(methoxycarbonyl)-3-oxopropyl]carbamoyl}propanoic acid